COCCO[C@H]1C[C@]23C=4C=C(C=CC4C[C@H]([C@@H]2CC1)N(CC3)C)O (6β)-6-(2-methoxyethoxy)-17-methylmorphinan-3-ol